NC=1C(=NC=CN1)CCC[C@H](C(=O)OC)NC(=O)OC(C)(C)C methyl (2R)-5-(3-aminopyrazin-2-yl)-2-{[(tert-butoxy)carbonyl]amino}pentanoate